NC1=CC=C(C=C1)C1=NN=CO1 5-(4-aminophenyl)-1,3,4-oxadiazole